N-(piperidin-4-yl)-4-(5,6,7,8-tetrahydro-1,8-naphthyridin-2-yl)butyramide N1CCC(CC1)NC(CCCC1=NC=2NCCCC2C=C1)=O